C(C1=CC=CC=C1)O[C@@H]1[C@H](N(C[C@@H]([C@H]1OCC1=CC=CC=C1)OCC1=CC=CC=C1)CCC1=CC=CC=C1)CCl (2S,3R,4R,5S)-3,4,5-tris(benzyloxy)-2-(chloromethyl)-1-phenethylpiperidine